methyl (methylsulfonyl)-L-valinate CS(=O)(=O)N[C@@H](C(C)C)C(=O)OC